N1=C(C=CC=C1)S(=O)(=N)C1=CC=C(C(=O)OC(C)C)C=C1 Isopropyl 4-(2-pyridylsulfonimidoyl)benzoate